2-methyl-heptensulfonic acid CC(=CS(=O)(=O)O)CCCCC